O=C1N(C(C=C1)=O)CCOCCC(=O)O 3-[2-(2,5-dioxopyrrol-1-yl)ethoxy]propanoic acid